Pyridine-4-carboxamidine, hydrochloride Cl.N1=CC=C(C=C1)C(=N)N